(2R,3S)-1-cyano-N-[2-[(4,4-difluorocyclohexyl)amino]-1-(5-fluoro-3-pyridyl)-2-oxo-ethyl]-3-methyl-N-[4-(pentafluoro-λ6-sulfanyl)phenyl]azetidine-2-carboxamide C(#N)N1[C@H]([C@H](C1)C)C(=O)N(C1=CC=C(C=C1)S(F)(F)(F)(F)F)C(C(=O)NC1CCC(CC1)(F)F)C=1C=NC=C(C1)F